C(C1=CC=CC=C1)(=O)NC(C=C)=O N-Benzoylacrylamide